CN1C2=CC=CC=C2C=2C=C(C=CC12)C1(C2=CC=CN=C2C=2N=CC=CC12)C=1C=CC=2N(C3=CC=CC=C3C2C1)C 9,9-Di(9-methyl-carbazol-3-yl)-4,5-diazafluoren